2-(4-((4-(2-((S)-2,6-dioxopiperidin-3-yl)-1-oxoisoindolin-5-yl)piperazin-1-yl)methyl)piperidin-1-yl)pyrimidine-5-carboxamide O=C1NC(CC[C@@H]1N1C(C2=CC=C(C=C2C1)N1CCN(CC1)CC1CCN(CC1)C1=NC=C(C=N1)C(=O)N)=O)=O